5-(3-(((1r,4r)-4-(5-chloro-2-(difluoromethyl)nicotinamido)cyclohexyl)methyl)-2-oxo-2,3-dihydro-1H-benzo[d]imidazol-1-yl)-N-(2-fluoroethyl)picolinamide ClC=1C=NC(=C(C(=O)NC2CCC(CC2)CN2C(N(C3=C2C=CC=C3)C=3C=CC(=NC3)C(=O)NCCF)=O)C1)C(F)F